BrC=1C=C(C2=C(N(C=N2)C)C1C#N)C1=CC=C(C=C1)OC(F)(F)F 6-Bromo-1-methyl-4-(4-(trifluoromethoxy)phenyl)-1H-benzo[d]imidazole-7-carbonitrile